NC1=NN2C(C=C(C=C2)C2=CC=C(C(=N2)OC)NC(=O)C2=C(N=NN2C2=CC=CC=C2)C)=N1 (6-(2-amino-[1,2,4]triazolo[1,5-a]pyridin-7-yl)-2-methoxypyridin-3-yl)-4-methyl-1-phenyl-1H-1,2,3-triazole-5-carboxamide